BrC(C(C=C(Cl)Br)=O)Cl 1,4-dibromo-1,4-dichlorobut-3-en-2-one